3,5-dimethyloxazolinium C[N+]1=COC(C1)C